C(CCCCC)C(COC(CCN(CCC(=O)OCC(CCCCCCCC)CCCCCC)CCCCN1CCN(CC1)C)=O)CCCCCCCC.BrC1=CC(=C(C=C1)NC(C)=O)C(CC)=O N-(4-bromo-2-propionylphenyl)acetamide bis(2-hexyldecyl)3,3'-((4-(4-methylpiperazin-1-yl)butyl)azanediyl)dipropionate